OC1=C(C(=O)C2=CC=CC=C2)C=CC(=C1)NC(C(=C)C)=O 2-hydroxy-4-(methacrylamido)benzophenone